tert-butyl 2-((2,4-dichloropyrimidin-5-yl)methyl)-3-oxo-2,8-diazaspiro[4.5]decane-8-carboxylate ClC1=NC=C(C(=N1)Cl)CN1CC2(CC1=O)CCN(CC2)C(=O)OC(C)(C)C